(E)-N-(3-fluoro-2-trifluoromethylphenyl)-2-(hydroxyimino)acetamide FC=1C(=C(C=CC1)NC(/C=N/O)=O)C(F)(F)F